CC1=C(C=CC=C1C)C1(CCN(CC1)C(CN1N=C(C2=C1C[C@@H]1[C@H]2C1)C(=O)N1CCC(CC1)O)=O)F 1-(4-(2,3-Dimethylphenyl)-4-fluoropiperidin-1-yl)-2-((3bR,4aR)-3-(4-hydroxypiperidin-1-carbonyl)-3b,4,4a,5-tetrahydro-1H-cyclopropa[3,4]cyclopenta[1,2-c]pyrazol-1-yl)ethanon